ClC1=C(C(=CC=C1Cl)O)[C@H]1C[C@@H]2N(C(CN(C2)C(=O)NC)=O)C1 (7R,8aS)-7-(2,3-dichloro-6-hydroxyphenyl)-N-methyl-4-oxo-hexahydropyrrolo[1,2-a]pyrazine-2-carboxamide